N1=C(C=CC=2CCCNC12)CCC1CCN(CC1)C=1C=C(C=CC1C(F)(F)F)CC(=O)O (R)-3-(4-(2-(5,6,7,8-tetrahydro-1,8-naphthyridin-2-yl)ethyl)piperidin-1-yl)-2-(4-(trifluoromethyl)phenyl)acetic acid